8-chloro-1-(2,6-dichlorophenyl)-5-((3R,4S)-3,4-dihydroxypyrrolidin-1-yl)-2-methyl-1,6-naphthyridin-4(1H)-one ClC=1C=NC(=C2C(C=C(N(C12)C1=C(C=CC=C1Cl)Cl)C)=O)N1C[C@H]([C@H](C1)O)O